C(C)OC(C(C(C(F)F)=O)C)=O 4,4-difluoro-3-keto-2-methyl-butyric acid ethyl ester